ClC=1C=CC(=C2C=CN(C(C12)=O)C)OC1CC2(CN(C2)CCNC2=C(C=C3C=NN(C3=C2)CC(=O)N)F)C1 2-(6-((2-(6-((8-chloro-2-methyl-1-oxo-1,2-dihydroisoquinolin-5-yl)oxy)-2-azaspiro[3.3]heptan-2-yl)ethyl)amino)-5-fluoro-1H-indazol-1-yl)acetamide